C(C)OC(=O)C1=NN=C(N1)C1CCC2=CC=CC=C12 5-(2,3-dihydro-1H-inden-1-yl)-4H-1,2,4-triazole-3-carboxylic acid ethyl ester